4-cyano-4-(phenylcarbonylthio)pentanamide C(#N)C(CCC(=O)N)(C)SC(=O)C1=CC=CC=C1